2-[[5-(aminomethyl)-6-[2-(1,1-dioxo-1,4-thiazinan-4-yl)ethoxy]pyridazin-3-yl]amino]-6-(2,6-dichlorophenyl)-8-methyl-pyrido[2,3-d]pyrimidin-7-one NCC=1C=C(N=NC1OCCN1CCS(CC1)(=O)=O)NC=1N=CC2=C(N1)N(C(C(=C2)C2=C(C=CC=C2Cl)Cl)=O)C